COC1=C(C2=CC=CC=C2C=C1)C1=C(C=CC2=CC=CC=C12)P(C1=CC=CC=C1)C1=CC=CC=C1 (2'-methoxy-[1,1'-binaphthalen]-2-yl)diphenylphosphane